3-(1H-imidazol-1-yl)-benzoic acid N1(C=NC=C1)C=1C=C(C(=O)O)C=CC1